2-morpholin-4-yl-pyridine N1(CCOCC1)C1=NC=CC=C1